(R)-2-chloro-N-(2,4-dimethoxybenzyl)-4-(3-(dimethylamino)-3-(3-(trifluoromethyl)phenethyl)piperidin-1-yl)-6-methyl-N-(pyrimidin-4-yl)benzenesulfonamide ClC1=C(C(=CC(=C1)N1C[C@](CCC1)(CCC1=CC(=CC=C1)C(F)(F)F)N(C)C)C)S(=O)(=O)N(C1=NC=NC=C1)CC1=C(C=C(C=C1)OC)OC